N=1C=C(N2N=CC=CC21)C#CC2=CN=C1N2N=C(C=C1)C1=CC=C(C=C1)C(=O)N1CCOCC1 (4-(3-(imidazo[1,2-b]pyridazin-3-ylethynyl)imidazo[1,2-b]pyridazin-6-yl)phenyl)(morpholino)methanone